1-amino-3-(ethoxycarbonyl)-4-(2-methoxyphenyl)pyridin-1-ium N[N+]1=CC(=C(C=C1)C1=C(C=CC=C1)OC)C(=O)OCC